FC(C(=O)O)(F)F.C1(=CC=CC=C1)C1\C(\C(NC1)=O)=C/C1=CC=C2C(=NNC2=C1)\C=C\C1=CC=C(C=C1)C1(CC1)N1CCCCC1 (E)-4-Phenyl-3-((3-((E)-4-(1-(piperidin-1-yl)cyclopropyl)styryl)-1H-indazol-6-yl)methylene)pyrrolidin-2-one trifluoroacetate